C(C)(C)[Si](C#CC1=CC=CC2=CC=CC(=C12)B1OC(C(O1)(C)C)(C)C)(C(C)C)C(C)C Triisopropyl((8-(4,4,5,5-tetramethyl-1,3,2-dioxaborolan-2-yl)naphthalen-1-yl)ethynyl)silane